4-chloro-2,5-dimethylbenzeneboronic acid ClC1=CC(=C(C=C1C)B(O)O)C